α-methylvinyltoluene CC=CCC1=CC=CC=C1